2,6-di-t-butyl-4-(4-fluorobenzylidene)cyclohexa-2,5-dien-1-one C(C)(C)(C)C=1C(C(=CC(C1)=CC1=CC=C(C=C1)F)C(C)(C)C)=O